1-butyl-2,3-dimethyl-imidazolium trifluoromethanesulfonate FC(S(=O)(=O)[O-])(F)F.C(CCC)N1C(=[N+](C=C1)C)C